(Z)-cyclooct-3-en-1-ol C1(C\C=C/CCCC1)O